(R)-N-((1-(6-((4-(t-butyl)pyridin-2-yl)amino)-3-methylpyridine-2-carbonyl)-5,5-difluoropiperidin-2-yl)methyl)acetamide C(C)(C)(C)C1=CC(=NC=C1)NC1=CC=C(C(=N1)C(=O)N1[C@H](CCC(C1)(F)F)CNC(C)=O)C